COC=1C=CC(=NC1)[Sn](CCCC)(CCCC)CCCC 5-methoxy-2-(tributylstannyl)pyridine